5-iodo-1-isopropyl-4-methoxy-1H-pyrazole IC1=C(C=NN1C(C)C)OC